ClC1=C(C=CC(=C1)C1=NC(=CC=C1)OCC1=C(C=C(C=C1)Cl)F)O 2-chloro-4-(6-((4-chloro-2-fluorobenzyl)oxy)pyridin-2-yl)phenol